5-(n-propoxycarbonylnaphthyl)-7-oxo-bicyclo[2.2.1]Hept-2-ene C(CC)OC(=O)C1=C(C2=CC=CC=C2C=C1)C1C2C=CC(C1)C2=O